FC=1C=C(CN)C=CC1OC 3-fluoro-4-methoxybenzylamine